tertiary butyl-ammonium chloride [Cl-].C(C)(C)(C)[NH3+]